tris(4-hydroxyphenyl)-1-ethyl-4-isopropylbenzene OC1=CC=C(C=C1)C=1C(=C(C(=C(C1)CC)C1=CC=C(C=C1)O)C1=CC=C(C=C1)O)C(C)C